FC1(C(C1)N1N=CC=2C1=NC(=CC2)N)F 1-(2,2-difluorocyclopropyl)-1H-pyrazolo[3,4-b]pyridin-6-amine